6-ethoxy-4-(6-(4-(pyridin-2-yloxy)piperidin-1-yl)pyridin-3-yl)-1H-pyrazolo[3',4':3,4]pyrazolo[1,5-a]piperidine C(C)OC1CC(C=2N(C1)N=C1C2C=NN1)C=1C=NC(=CC1)N1CCC(CC1)OC1=NC=CC=C1